2-(2-Bromophenoxy)-1-(2,3,4-trihydroxyphenyl)ethan-1-one BrC1=C(OCC(=O)C2=C(C(=C(C=C2)O)O)O)C=CC=C1